(2S,3R)-3-((tert-butyldimethylsilyl)oxy)-1-(3-cyano-6-methyl-4-(trifluoromethyl)pyridin-2-yl)-N-(3-(dimethylamino)propyl)-N-(m-tolyl)pyrrolidine-2-carboxamide [Si](C)(C)(C(C)(C)C)O[C@H]1[C@H](N(CC1)C1=NC(=CC(=C1C#N)C(F)(F)F)C)C(=O)N(C=1C=C(C=CC1)C)CCCN(C)C